N(=[N+]=[N-])[C@@H](CO)[C@@H]([C@@H](CCCCCCCCCCCCCC)O)O (2S,3S,4R)-2-azidooctadecane-1,3,4-triol